N-((S)-1-(2,4-difluorophenyl)ethyl)-2-(2,4-dioxo-1,4-dihydroquinazolin-3(2H)-yl)-2-phenylacetamide FC1=C(C=CC(=C1)F)[C@H](C)NC(C(C1=CC=CC=C1)N1C(NC2=CC=CC=C2C1=O)=O)=O